(1r,4r)-4-((3-(4-(2-(2-aminopyridin-3-yl)-6-phenyl-1H-benzo[d]imidazol-1-yl)phenyl)azetidin-1-yl)methyl)cyclohexane-1-carboxylate NC1=NC=CC=C1C1=NC2=C(N1C1=CC=C(C=C1)C1CN(C1)CC1CCC(CC1)C(=O)[O-])C=C(C=C2)C2=CC=CC=C2